2-iodo-N-methyl-N-(4-methylthiazol-2-yl)acetamide ICC(=O)N(C=1SC=C(N1)C)C